ClC1=NC(=CC(=C1)C=1C(=NN2C1N=C(C=C2)C(=O)NC2CC(C2)O)C2=CC(=CC=C2)C#N)C 3-(2-chloro-6-methyl-4-pyridyl)-2-(3-cyanophenyl)-N-(3-hydroxycyclobutyl)pyrazolo[1,5-a]pyrimidine-5-carboxamide